C(CCOC1=CC2=C([Se]C(=C2)C(CCC(=O)O)=O)C=C1OC(F)F)OC1=CC2=C([Se]C(=C2)C(CCC(=O)O)=O)C=C1OC(F)F 4,4'-((propane-1,3-diylbis(oxy))bis(6-(difluoromethoxy)benzo[b]selenophen-5,2-diyl))bis(4-oxobutanoic acid)